N[S@@](=NC(CC=1C(=C2COCC2=CC1C(C)C)C(C)C)=O)(=O)C1=CN=C(S1)C(CO)(C)O (S)-N-(amino(2-(1,2-dihydroxypropan-2-yl)thiazol-5-yl)(oxo)-λ6-sulfaneylidene)-2-(4,6-diisopropyl-1,3-dihydroisobenzofuran-5-yl)acetamide